2-(4-chloro-1-isopropyl-1H-pyrazol-5-yl)-4-(3-chloro-4-(3-methoxy-5-methylpyridin-2-yl)benzyl)-6,7-dihydropyrazolo[1,5-a]pyrimidin-5(4H)-one ClC=1C=NN(C1C1=NN2C(N(C(CC2)=O)CC2=CC(=C(C=C2)C2=NC=C(C=C2OC)C)Cl)=C1)C(C)C